(S)-N-(4-chloro-2-fluoro-3-(2-(piperidin-3-ylamino)quinazolin-6-yl)phenyl)-1-phenylmethanesulfonamide ClC1=C(C(=C(C=C1)NS(=O)(=O)CC1=CC=CC=C1)F)C=1C=C2C=NC(=NC2=CC1)N[C@@H]1CNCCC1